(1-(1-(cis-4-isopropylcyclohexyl)piperidin-4-yl)-3-(pyrrolidin-1-ylmethyl)-1H-indol-2-yl)methyl carbamate C(N)(OCC=1N(C2=CC=CC=C2C1CN1CCCC1)C1CCN(CC1)[C@@H]1CC[C@@H](CC1)C(C)C)=O